butyl (3-(hydroxymethyl)-4-methylpyridin-2-yl)carbamate OCC=1C(=NC=CC1C)NC(OCCCC)=O